(2R)-3-(((benzyloxy)((R)-3-(benzyloxy)-2-(((benzyloxy)carbonyl)amino)-3-oxopropoxy) phosphoryl)oxy)propane-1,2-diyl distearate C(CCCCCCCCCCCCCCCCC)(=O)OC[C@H](COP(=O)(OC[C@H](C(=O)OCC1=CC=CC=C1)NC(=O)OCC1=CC=CC=C1)OCC1=CC=CC=C1)OC(CCCCCCCCCCCCCCCCC)=O